FC1=CC(=C(OC=2N=NC(=C(C2C(=O)NC2=CC(=CC=C2)[S@](=O)(=N)C)N2CCCCC2)C(F)(F)F)C=C1)C (S)-3-(4-fluoro-2-methylphenoxy)-N-(3-(S-methylsulfonimidoyl)phenyl)-5-(piperidin-1-yl)-6-(trifluoromethyl)pyridazine-4-carboxamide